2-((4-(4-acetylpiperazin-1-yl)phenyl)amino)-4-(cyclopropylamino)-N-(2,6-dimethylphenyl)pyrimidine-5-carboxamide C(C)(=O)N1CCN(CC1)C1=CC=C(C=C1)NC1=NC=C(C(=N1)NC1CC1)C(=O)NC1=C(C=CC=C1C)C